N-(2-((2-aminoethyl)(methyl)amino)ethyl)methacrylamide NCCN(CCNC(C(=C)C)=O)C